(2-methoxyphenyl)azetidine-3-carboxylic acid methyl ester COC(=O)C1CN(C1)C1=C(C=CC=C1)OC